C[NH+](CCCCCCCCCCCCC)CCCCCCCCCCCCC N-methyl-N-tridecyltridecan-1-aminium